3-[3-(difluoromethoxy)-4-[3-hydroxy-3-(trifluoromethyl)azetidine-1-carbonyl]-5-methoxyphenyl]-6-(1-ethylpyrazol-4-yl)-2-methylindazole-4-carbonitrile FC(OC=1C=C(C=C(C1C(=O)N1CC(C1)(C(F)(F)F)O)OC)C=1N(N=C2C=C(C=C(C12)C#N)C=1C=NN(C1)CC)C)F